4-(2-((tert-butyldimethylsilyloxy)oxy)ethoxy-1,2-d)-3-nitro-2-(prop-1-en-2-yl)Pyridine [Si](C)(C)(C(C)(C)C)OOC(C(OC1=C(C(=NC=C1)C(=C)C)[N+](=O)[O-])[2H])[2H]